3-(naphthalen-2-yl)-2-phenylpropanenitrile C1=C(C=CC2=CC=CC=C12)CC(C#N)C1=CC=CC=C1